4-{(1S,3S)-2,2-dimethyl-3-[5-(propan-2-yl)-1,3-thiazol-2-yl]cyclopropyl}benzenesulfonamide CC1([C@H]([C@@H]1C=1SC(=CN1)C(C)C)C1=CC=C(C=C1)S(=O)(=O)N)C